2-amino-6-chloronicotinic acid NC1=C(C(=O)O)C=CC(=N1)Cl